ClC=1C=C(C=C(C1)Cl)C=1CC(OC1)(C(=O)N[C@H](CC(=O)OC)C)C methyl (3S)-3-[[4-(3,5-dichlorophenyl)-2-methyl-3H-furan-2-carbonyl]amino]butanoate